ClC(C1=NC(=NC(=N1)C(Cl)(Cl)Cl)C=CC1=CC(=CC(=C1)OCCC)OCCC)(Cl)Cl 2,4-bis(trichloromethyl)-6-[2-(3,5-dipropoxyphenyl)vinyl]s-triazine